COC(OC)[SiH2]CC[SiH2]C(OC)OC 1,2-bis(dimethoxymethyl-silyl)ethane